bis(4-amino-3,5-diisopropylphenyl)methane NC1=C(C=C(C=C1C(C)C)CC1=CC(=C(C(=C1)C(C)C)N)C(C)C)C(C)C